NC1=NC=2C=CC(=CC2C2=C1C=NN2C)C(=O)N(N(C)C(=O)C2CC2)CC2=NC=C(C=C2)C=2SC(=CC2)C(F)(F)F 4-amino-N'-(cyclopropanecarbonyl)-N',1-dimethyl-N-((5-(5-(trifluoromethyl)thiophen-2-yl)pyridin-2-yl)methyl)-1H-pyrazolo[4,3-c]quinoline-8-carbohydrazide